NCCNCC[Si](OC)(OC)OC (2-aminoethylaminoethyl)(trimethoxy)silane